ClC=1C=C(C=CC1F)C(C=1NC(=C(N1)S(=O)(=O)C)C)OCC(F)(F)C1CC1 2-[(3-chloro-4-fluorophenyl)-(2-cyclopropyl-2,2-difluoroethoxy)methyl]-5-methyl-4-methylsulfonyl-1H-imidazole